ClC=1C(=C(C=2N(N1)C=NN2)C(F)(F)F)C 6-Chloro-7-methyl-8-(trifluoromethyl)-[1,2,4]triazolo[4,3-b]pyridazine